C(N)(=O)C=1C=C2C(=CC=NC2=CC1OC)OC1=C(C=C(C=N1)NC(=O)C1(CC1)C(=O)NC1=CC=C(C=C1)F)Cl 1-N'-[6-(6-carbamoyl-7-methoxyquinolin-4-yl)oxy-5-chloropyridin-3-yl]-1-N-(4-fluorophenyl)cyclopropane-1,1-dicarboxamide